NC=1C=C(SC1)C(=O)O 4-AMINOTHIOPHENE-2-CARBOXYLIC ACID